tert-butyl (R)-3-((5-(1,2,4-oxadiazol-3-yl)-1H-pyrrolo[2,3-b]pyridin-4-yl)amino)piperidine-1-carboxylate O1N=C(N=C1)C=1C(=C2C(=NC1)NC=C2)N[C@H]2CN(CCC2)C(=O)OC(C)(C)C